1-((1-(tert-butyl)-1H-tetrazol-5-yl)(5-methylfuran-2-yl)methyl)-4-(3,5-dichloropyridin-4-yl)piperazine C(C)(C)(C)N1N=NN=C1C(N1CCN(CC1)C1=C(C=NC=C1Cl)Cl)C=1OC(=CC1)C